(E)-4-(3,5-dihydroxystyryl)phenyl sulfurofluoridate S(OC1=CC=C(C=C1)\C=C\C1=CC(=CC(=C1)O)O)(=O)(=O)F